1-(3-(4-methoxyphenyl)-1,2,4-oxadiazol-5-yl)-N-(m-tolyl)piperidine-4-carboxamide COC1=CC=C(C=C1)C1=NOC(=N1)N1CCC(CC1)C(=O)NC=1C=C(C=CC1)C